C1(CC1)C#CC1=NC(=NC=C1F)N1CCC(CC1)C(=O)N1N=CC[C@H]1C1=CC(=CC(=C1)F)F (S)-(1-(4-(cyclopropylethynyl)-5-fluoropyrimidin-2-yl)piperidin-4-yl)(5-(3,5-difluorophenyl)-4,5-dihydro-1H-pyrazol-1-yl)methanone